P(O)(=O)(OP(=O)(O)OP(=O)(O)O)OC[C@@H]1[C@H]([C@H]([C@@H](O1)N1C=NC=2N(O)NC(N)=NC12)O)O 6-azaguanosine 5'-triphosphate